(3aR,5s,6aS)-2-((tetrahydro-2H-pyran-4-yl)methyl-d2)-N-(5-(1-(trifluoromethyl)cyclopropyl)-6-(2,4,5-trifluorophenyl)pyridazin-3-yl)octahydrocyclopenta[c]pyrrol-5-amine O1CCC(CC1)C(N1C[C@@H]2[C@H](C1)CC(C2)NC=2N=NC(=C(C2)C2(CC2)C(F)(F)F)C2=C(C=C(C(=C2)F)F)F)([2H])[2H]